tert-Butyl N-[4-[4-(trifluoromethyl)anilino]cyclohexyl]carbamate FC(C1=CC=C(NC2CCC(CC2)NC(OC(C)(C)C)=O)C=C1)(F)F